Cl.NC1(CCN(CC1)C1=C(C(=C(C=N1)C1=CC(=C(C=C1)/C=C/C(=O)NO)O)C1=CC(=C(C=C1)C#N)F)C#N)C (E)-3-(4-(6-(4-amino-4-methylpiperidin-1-yl)-5-cyano-4-(4-cyano-3-fluorophenyl)pyridin-3-yl)-2-hydroxyphenyl)-N-hydroxyacrylamide hydrochloride